neodymium (p-nonylphenyl) (2-ethylhexyl)phosphonate C(C)C(CP(OC1=CC=C(C=C1)CCCCCCCCC)([O-])=O)CCCC.[Nd+3].C(CCCCCCCC)C1=CC=C(C=C1)OP([O-])(=O)CC(CCCC)CC.C(CCCCCCCC)C1=CC=C(C=C1)OP([O-])(=O)CC(CCCC)CC